O=C1NC(CCC1NC1=CC=C(C=C1)C1CCN(CC1)C(CCCCCCCCC(=O)O)=O)=O 10-[4-[4-[(2,6-dioxo-3-piperidyl)amino]phenyl]-1-piperidyl]-10-oxo-decanoic acid